1-(4-(2-(4-(methylsulfonyl)phenyl)imidazo[2,1-b][1,3,4]thiadiazol-6-yl)piperidin-1-yl)ethanone CS(=O)(=O)C1=CC=C(C=C1)C1=NN2C(S1)=NC(=C2)C2CCN(CC2)C(C)=O